C1(CC1)C1=NN(C=C1C(=O)NC1=CC(=C(C=C1)C([2H])([2H])O)OC(F)F)C(C)C 3-cyclopropyl-N-{3-(difluoromethoxy)-4-[hydroxy(2H2)methyl]phenyl}-1-(propan-2-yl)-1H-pyrazole-4-carboxamide